CN1N=C(C=C1)C=1N=CNC1 4-(1-methyl-1H-pyrazol-3-yl)-1H-imidazol